C12C(NCC2C1)=O 3-azabicyclo[3.1.0]hexan-2-one